C(C)(C)(C)OC(NC1=NC=C(C=C1)Br)=O 5-bromopyridin-2-ylcarbamic acid tert-butyl ester